(7S)-2-Benzyl-3-{2-[(2R,6S)-2,6-dimethylmorpholin-4-yl]ethyl}-7-methyl-3H,6H,7H,8H,9H-imidazo[4,5-f]chinolin C(C1=CC=CC=C1)C=1N(C=2C(=C3CC[C@@H](NC3=CC2)C)N1)CCN1C[C@H](O[C@H](C1)C)C